NC1=C(C(=C(OC2=CC(=NC=C2)NC(=O)C2CC2)C=C1)C)C N-(4-(4-amino-2,3-dimethylphenoxy)pyridin-2-yl)cyclopropanecarboxamide